2-(3-(2-(dimethylamino)ethyl)-6-oxo-4-(trifluoromethyl)pyridazin-1(6H)-yl)-4-methylpentanoic acid CN(CCC1=NN(C(C=C1C(F)(F)F)=O)C(C(=O)O)CC(C)C)C